2-((5-(3-chlorobenzyl)-4-formylthiazol-2-yl)amino)-2-oxoethyl methylsulfamate CNS(OCC(=O)NC=1SC(=C(N1)C=O)CC1=CC(=CC=C1)Cl)(=O)=O